sodium β-octadecadienylaminopropionate C(=CC=CCCCCCCCCCCCCCC)NCCC(=O)[O-].[Na+]